FC=1C=C(C=CC1)[C@H]1N(CCNC1)C(=O)N1CC2(CCCC2)[C@](CC1)(O)CN1C=NC(=CC1=O)C1=C(C=CC=C1)OC 3-(((S)-7-((R)-2-(3-Fluorophenyl)piperazine-1-carbonyl)-10-hydroxy-7-azaspiro[4.5]decan-10-yl)methyl)-6-(2-methoxyphenyl)pyrimidin-4(3H)-one